C(C)(C)C1=C(NC2=CC=C(C=C12)C1CCN(CC1)C1COC1)C=1C=C(C=2N(C1C)C=NN2)C 6-(3-isopropyl-5-(1-(oxetan-3-yl)piperidin-4-yl)-1H-indol-2-yl)-5,8-dimethyl-[1,2,4]triazolo[4,3-a]pyridine